6-{[4-(tert-butoxycarbonylamino)butyl][2-hydroxy-7-(1-octylnonylcarbonyloxy)heptyl]amino}-5-hydroxyhexyl undecanoate C(CCCCCCCCCC)(=O)OCCCCC(CN(CC(CCCCCOC(=O)C(CCCCCCCC)CCCCCCCC)O)CCCCNC(=O)OC(C)(C)C)O